C(#N)C1CN(C1)S(=O)(=O)N[C@@H]1C[C@@H](C1)N(C=1C2=C(N=CN1)NC=C2)C 3-cyano-N-{cis-3-[methyl(7H-pyrrolo[2,3-d]pyrimidin-4-yl)amino]cyclobutyl}-azetidine-1-sulfonamide